N-(2,2-difluoroethyl)-4-(dimethylamino)-N-((1S,3R)-3-((6-(1-methyl-1H-pyrazol-4-yl)pyrazolo[1,5-a]pyrazin-4-yl)oxy)cyclopentyl)but-2-enamide FC(CN(C(C=CCN(C)C)=O)[C@@H]1C[C@@H](CC1)OC=1C=2N(C=C(N1)C=1C=NN(C1)C)N=CC2)F